CN(C/C=C/CN(C)[C@H](CNCCNC(=O)C1=CNC(=C1C)\C=C\1/C(NC2=CC=C(C=C12)F)=O)C)C N-(2-((S)-2-((E)-4-(dimethylamino)-N-methylbut-2-enylamino)propylamino)ethyl)-5-((Z)-(5-fluoro-2-oxoindolin-3-ylidene)methyl)-4-methyl-1H-pyrrole-3-carboxamide